C1(CC1)COC1=C(C(=CC(=C1C)O)O)C(=O)N1CC2=CC=C(C=C2C1)CN1CCN(CC1)C (2-(Cyclopropylmethoxy)-4,6-dihydroxy-3-methylphenyl)(5-((4-methylpiperazin-1-yl)methyl)isoindolin-2-yl)methanone